1-[2-(2-aminoethoxy)ethoxy]-2-butyl-1H-imidazo[4,5-c]quinolin-4-amine NCCOCCON1C(=NC=2C(=NC=3C=CC=CC3C21)N)CCCC